[Si](C1=CC=CC=C1)(C1=CC=CC=C1)(C(C)(C)C)OC1(CN(CCOC1)C1=NC(=NC(=N1)Cl)O[C@@H](C)[C@H]1N(C[C@@H](C1)F)C)C1CC1 6-((Tert-butyldiphenylsilyl)oxy)-4-(4-chloro-6-((S)-1-((2S,4R)-4-fluoro-1-methylpyrrolidin-2-yl)ethoxy)-1,3,5-triazin-2-yl)-6-cyclopropyl-1,4-oxazepane